N[C@@H]1[C@@H](OCC12CCN(CC2)C=2N=CC(=NC2)SC=2C(=C1C(N(C=NC1=CC2)CC2=C(C=CC(=C2)C)OC)=O)Cl)C 6-((5-((3S,4S)-4-amino-3-methyl-2-oxa-8-azaspiro[4.5]decan-8-yl)pyrazin-2-yl)thio)-5-chloro-3-(2-methoxy-5-methylbenzyl)quinazolin-4(3H)-one